CC1=CC=C(C=C1)S(=O)(=O)N[C@H](C)C(=O)Cl N-(p-toluenesulfonyl)-D-alanyl chloride